(R)-(5-cyclopropyl-1,3,4-oxadiazol-2-yl)(4-(6-fluoropyrazolo[1,5-a]pyridin-2-yl)-6,7-dihydro-1H-imidazo[4,5-c]pyridin-5(4H)-yl)methanone C1(CC1)C1=NN=C(O1)C(=O)N1[C@H](C2=C(CC1)NC=N2)C2=NN1C(C=CC(=C1)F)=C2